ClC1=NC=C(C(=N1)NCC1=CC=C(C=C1)C=1N(C=C(N1)C(F)(F)F)C(C)C)N 2-chloro-N4-(4-(1-isopropyl-4-(trifluoromethyl)-1H-imidazol-2-yl)benzyl)pyrimidine-4,5-diamine